tert-butyl (R,Z)-3-(N-(4-(4-((tert-butyldimethylsilyl)oxy)but-1-en-1-yl)pyridin-2-yl)-4-(1-methyl-1H-1,2,3-triazol-4-yl)benzamido)piperidine-1-carboxylate [Si](C)(C)(C(C)(C)C)OCC\C=C/C1=CC(=NC=C1)N(C(C1=CC=C(C=C1)C=1N=NN(C1)C)=O)[C@H]1CN(CCC1)C(=O)OC(C)(C)C